NC1CCC(CC1)N1N=CC(=C1C)C=1C=C(C=2N(C1)N=CC2C#N)SC2=NC=CC=C2F 6-(1-((1s,4s)-4-aminocyclohexyl)-5-methyl-1H-pyrazol-4-yl)-4-((3-fluoropyridin-2-yl)thio)pyrazolo[1,5-a]pyridine-3-carbonitrile